4,4-difluoro-3-oxo-2-piperidine-1-ylmethylidenebutyric acid ethyl ester C(C)OC(C(C(C(F)F)=O)=CN1CCCCC1)=O